(2,5-dimethyl-pyrrolidino)chloroborane CC1N(C(CC1)C)BCl